4-bromo-2-(1-methylimidazol-4-yl)aniline BrC1=CC(=C(N)C=C1)C=1N=CN(C1)C